benzo[C][1,2,5]thiadiazol-4-ylmethylamine N=1SN=C2C1C=CC=C2CN